tert-butyl-2-oxo-8-azabicyclo[3.2.1]octane-8-carboxylate C(C)(C)(C)OC(=O)N1C2C(CCC1CC2)=O